2-((1-(3-(4-fluorophenyl)-2-(isoxazol-4-yl)-7-methylquinolin-5-yl)ethyl)amino)benzoic acid FC1=CC=C(C=C1)C=1C(=NC2=CC(=CC(=C2C1)C(C)NC1=C(C(=O)O)C=CC=C1)C)C=1C=NOC1